6,7-dimethoxy-9-(4-(piperidin-1-yl)phenyl)naphtho[2,3-c]furan-1(3H)-on COC1=CC2=CC3=C(C(OC3)=O)C(=C2C=C1OC)C1=CC=C(C=C1)N1CCCCC1